methyl 3-[6-(prop-2-enoylamino)-2,3-dihydro-1H-inden-1-yl]oxybenzoate C(C=C)(=O)NC1=CC=C2CCC(C2=C1)OC=1C=C(C(=O)OC)C=CC1